methyldi(4-methoxyphenyl)silane C[SiH](C1=CC=C(C=C1)OC)C1=CC=C(C=C1)OC